CN1N=CC(=C1)C=1N=C(C=2N(C1)N=CC2)NC2CCN(CCC2)C(C=C)=O 1-(4-((6-(1-Methyl-1H-pyrazol-4-yl)pyrazolo[1,5-a]pyrazin-4-yl)amino)azepan-1-yl)prop-2-en-1-one